(rac)-5-[4-{[3,3,3-trifluoro-2-hydroxypropyl]amino}-3-(trifluoromethyl)phenyl]-3,6-dihydro-2H-1,3,4-oxadiazin-2-one FC([C@@H](CNC1=C(C=C(C=C1)C1=NNC(OC1)=O)C(F)(F)F)O)(F)F |r|